2-(3-cyanophenyl)-1-(3-hydroxypropoxy)-4-methyl-1H-imidazole-5-carboxylic acid ethyl ester C(C)OC(=O)C1=C(N=C(N1OCCCO)C1=CC(=CC=C1)C#N)C